dimethyldioxane CC1COC(CO1)C